3-(3,3-difluoro-1-((4-methyl-4H-1,2,4-triazol-3-yl)methyl)cyclobutyl)-aniline FC1(CC(C1)(CC1=NN=CN1C)C=1C=C(N)C=CC1)F